1-(2-naphthylsulfonyl)-N-1,2-benzisothiazol-5-yl-4-piperidinecarboxamide C1=C(C=CC2=CC=CC=C12)S(=O)(=O)N1CCC(CC1)C(=O)NC=1C=CC2=C(C=NS2)C1